CC1=C(C(=O)OP(OC(C2=C(C=C(C=C2C)C)C)=O)(O)=O)C(=CC(=C1)C)C bis(2,4,6-trimethyl-benzoyl)phosphoric acid